CS(=O)(=O)C=1C=C(C=CC1)C=1SC=C(N1)NC(OC(C)(C)C)=O tert-butyl N-[2-(3-methylsulfonylphenyl)thiazol-4-yl]carbamate